N1C=CC=C1C1=CC=C(C=C1)C1=CC(=CC=C1)COC=1N=CC(=NC1)[C@@H]1[C@H](C1)C(=O)O (1S,2S)-2-[5-(4'-Azole-5-yl-biphenyl-3-ylmethoxy)-pyrazin-2-yl]-cyclopropanecarboxylic acid